tert-butyl (S)-2-(4-(4-(but-1-yn-1-yl)phenyl)-2,3,9-trimethyl-6H-thieno[3,2-f][1,2,4]triazolo[4,3-a][1,4]diazepin-6-yl)acetate C(#CCC)C1=CC=C(C=C1)C1=N[C@H](C=2N(C3=C1C(=C(S3)C)C)C(=NN2)C)CC(=O)OC(C)(C)C